FC1(CCC(CC1)N(C(=O)[C@H]1N(CCC1)[S@](=O)(=NC)C1=CC=C(C=C1)C)CC1=CC=C(C=C1)SC)F (2S)-N-(4,4-difluorocyclohexyl)-1-((R)-N,4-dimethylphenylsulfonimidoyl)-N-(4-(methylthio)benzyl)pyrrolidine-2-carboxamide